BrC=1C(=NC=CC1C)N1C[C@H](O[C@H](C1)C)C (2R,6S)-4-(3-bromo-4-methylpyridin-2-yl)-2,6-dimethylmorpholine